N1N=CC(=C1)C1=CC=C(C=C1)C(=O)C1=CC(=NC=C1)N1CCC(CC1)N (4-(1H-pyrazol-4-yl)phenyl)(2-(4-aminopiperidin-1-yl)pyridin-4-yl)methanone